N-((5-(tert-butyl)-2-methoxyphenyl)sulfonyl)-2-naphthamide C(C)(C)(C)C=1C=CC(=C(C1)S(=O)(=O)NC(=O)C1=CC2=CC=CC=C2C=C1)OC